ethyl eicosanate C(CCCCCCCCCCCCCCCCCCC)(=O)OCC